NC1=C2N=CN(C2=NC(=N1)Cl)[C@H]1[C@@H]([C@@H]([C@H](O1)COC(C(=O)O)C(=O)O)N=[N+]=[N-])O 2-(((2S,3S,4R,5R)-5-(6-amino-2-chloro-9H-purin-9-yl)-3-azido-4-hydroxytetrahydrofuran-2-yl)methoxy)malonic acid